OC=1C=C(C=2C(C3=CC=C(C=C3C(C2C1)(C)O)O)=O)C 3,6,10-trihydroxy-1,10-dimethylanthracene-9(10H)-one